C(C)(C)(C)OC(=O)N1C[C@H](CC1)[C@@H](C(=O)OC(C)(C)C)CC1=CC(=C(C=C1)Br)[N+](=O)[O-] (3R)-3-[(2S)-3-(4-bromo-3-nitrophenyl)-1-(tert-butoxy)-1-oxopropan-2-yl]pyrrolidine-1-carboxylic acid tert-butyl ester